ClC=1C=C(C=CC1OC)C1=NOC(=C1)NC1=NC(=NC=C1)N1CCOCC1 3-(3-chloro-4-methoxyphenyl)-N-(2-morpholinopyrimidin-4-yl)isoxazol-5-amine